N1CCC(CC1)[C@H](C)NC(OCC1=CC=CC=C1)=O benzyl (S)-(1-(piperidin-4-yl)ethyl)carbamate